N1(CCNCC1)CC#N 2-(piperazin-1-yl)acetonitrile